o-nitrobenzyl-dichloromethane 2-hydroxy-3-methacryloxypropyl-methacrylate (2-hydroxy-3-methacryloxypropyl-methacrylate) OC(CC=C(C(=O)O)C)COC(C(=C)C)=O.OC(COC(C(=C)C)=O)COC(C(=C)C)=O.[N+](=O)([O-])C1=C(CC(Cl)Cl)C=CC=C1